(1R,2S,3S,4R,5R)-3-Hydroxy-6,8-dioxabicyclo[3.2.1]octane-2,4-diyl bis(4-methylbenzenesulfonate) CC1=CC=C(C=C1)S(=O)(=O)O[C@@H]1[C@H]2CO[C@@H]([C@@H]([C@H]1O)OS(=O)(=O)C1=CC=C(C=C1)C)O2